4-[(6,7-dimethoxy-1,5-naphthyridin-4-yl)oxy]-3-fluoro-aniline COC=1N=C2C(=CC=NC2=CC1OC)OC1=C(C=C(N)C=C1)F